The molecule is the N,N-dimethyl derivative of ethanolamine phosphate. It has a role as a human metabolite. It is a conjugate acid of a N,N-dimethylethanolamine phosphate(1-). CN(C)CCOP(=O)(O)O